ClC1=CC(=CC(=N1)[C@](CNC(=O)C1=CC(=NO1)C1=C(C=C(C=C1)F)F)(C)C=1C=NN(C1)C)OC N-[(2R)-2-(6-chloro-4-methoxy-2-pyridyl)-2-(1-methylpyrazol-4-yl)propyl]-3-(2,4-difluorophenyl)isoxazole-5-carboxamide